3-(tert-butyl)pyrazine-2(1H)-one C(C)(C)(C)C=1C(NC=CN1)=O